C(C)(=O)OCCC=1C=C(C(=C(C(=O)OC)C1)OC)[N+](=O)[O-] Methyl 5-(2-acetoxyethyl)-2-methoxy-3-nitrobenzoate